O=C1NN=CC2=CC=CC=C12 oxophthalazin